1,3,5-triallyl-1,3,5-triazinane C(C=C)N1CN(CN(C1)CC=C)CC=C